tert-butyl (1R,5S)-3-[[6-[4-(1-tetrahydropyran-2-ylpyrazol-4-yl)-1,3-benzothiazol-7-yl]-1,2,4-triazin-3-yl]amino]-8-azabicyclo[3.2.1]octane-8-carboxylate O1C(CCCC1)N1N=CC(=C1)C1=CC=C(C2=C1N=CS2)C2=CN=C(N=N2)NC2C[C@H]1CC[C@@H](C2)N1C(=O)OC(C)(C)C